ClC1=C2C=CC=NC2=C(C=C1)OCC(=O)OC(CC(C)C)C (1,3-dimethylbut-1-yl) (5-chloro-8-quinolinoxy)acetate